N1C=NC2=C1C=C(C=C2)N2C(N[C@@H]([C@@H]2C2=CC=C(C=C2)OC)C)=O (4R,5S)-1-(1H-benzo[d]imidazol-6-yl)-5-(4-methoxyphenyl)-4-methylimidazolidin-2-one